N1(CCN(CCCN(CCNCCC1)CCNC(=O)C=1N(C(C=CC1)=O)OCC1=CC=CC=C1)CCNC(=O)C=1N(C(C=CC1)=O)OCC1=CC=CC=C1)CCNC(=O)C=1N(C(C=CC1)=O)OCC1=CC=CC=C1 N,N',N''-((1,4,8,11-Tetraazacyclotetradecane-1,4,8-triyl)tris(ethane-2,1-diyl))tris(1-(benzyloxy)-6-oxo-1,6-dihydropyridine-2-carboxamide)